8-(3-ethoxy-3-ethylazetidin-1-yl)-N-(2-ethoxy-4-(4-methyl-4H-1,2,4-triazol-3-yl)phenyl)-6-methylpyrido[3,4-d]pyrimidin-2-amine C(C)OC1(CN(C1)C1=NC(=CC2=C1N=C(N=C2)NC2=C(C=C(C=C2)C2=NN=CN2C)OCC)C)CC